2-(1-(tert-butoxycarbonyl)azetidin-2-yl)acetic acid C(C)(C)(C)OC(=O)N1C(CC1)CC(=O)O